(5-(6-chloro-7-fluoro-3-(1H-imidazol-1-yl)-5-methoxy-1-methyl-1H-indol-2-yl)-1H-1,2,4-triazol-3-yl)(3-hydroxypyrrolidin-1-yl)methanone ClC1=C(C=C2C(=C(N(C2=C1F)C)C1=NC(=NN1)C(=O)N1CC(CC1)O)N1C=NC=C1)OC